S1C(=NC2=C1C=CC=C2)NC2=C(C=C(N=N2)N(C=2SC(=C(N2)C(=O)OCC)CCCOC2=C(C=CC=C2)F)CCCOC)C ethyl 2-({6-[(1,3-benzothiazol-2-yl)amino]-5-methylpyridazin-3-yl}(3-methoxypropyl)amino)-5-[3-(2-fluorophenoxy)propyl]-1,3-thiazole-4-carboxylate